1-cyclopropyl-1-(1,6-dichloro-2,7-naphthyridin-4-yl)ethan-1-ol C1(CC1)C(C)(O)C1=CN=C(C2=CN=C(C=C12)Cl)Cl